C(C)C1C(NC2=CC(=NC=C2C1)CN1CCN(CC1)C1=CC=C(NC1(C)C)C(=O)NC)=O 5-(4-((3-ethyl-2-oxo-3,4-dihydro-1,6-naphthyridin-7-yl)methyl)piperazin-1-yl)-6-methyl-N,6-dimethylpyridine-2-carboxamide